NC(=CC1=CC=CC=C1)N Amino-styreneamine